C1(CCC1)CCC1=CC(=C(C=C1)C(=C)C)C(=C)C 4-(2-cyclobutyl-1-ethyl)-1,2-diisopropenylbenzene